COC(=O)C1(CCC2(C(=CC3=CC=CC=C23)CC(CO)F)CC1)NC1=CC(=CC=C1)Cl.O1C(CCC1)S(=O)[O-].[Na+] sodium tetrahydrofuranesulfinate methyl-(1r,4r)-4-(3-chloroanilino)-2'-(2-fluoro-3-hydroxypropyl)spiro[cyclohexane-1,1'-indene]-4-carboxylate